C(CCCC)O pentane-1-ol